C(CCCCCC)NCCCCCCC Diheptanylamine